p-pentadecyl-benzoic acid C(CCCCCCCCCCCCCC)C1=CC=C(C(=O)O)C=C1